2-[1-(trifluoromethyl)cyclopropyl]pyrrolo[2,3-b]pyrazine FC(C1(CC1)C=1NC=2C(=NC1)N=CC2)(F)F